4-(((R)-1-(3-(difluoromethyl)-2-fluorophenyl)ethyl)amino)-2-methyl-6-((S)-3-methyltetrahydrofuran-3-yl)-2,6-dihydropyrido[3,4-d]pyridazine-1,7-dione FC(C=1C(=C(C=CC1)[C@@H](C)NC1=NN(C(C=2C1=CN(C(C2)=O)[C@@]2(COCC2)C)=O)C)F)F